C(CCC)(C1=C(C(=CC=C1C)C(C)(C)C)O)C1=C(C(=CC=C1C)C(C)(C)C)O butylidene-bis-(3-methyl-6-t-butylphenol)